1-methyl-3-(difluoromethyl)-5-(trifluoromethyl)pyrazole CN1N=C(C=C1C(F)(F)F)C(F)F